CC1=C(OC=2CCC3=CN(N=C3C21)CC2=CC=C(C=C2)C)C(=O)NC[C@H]2OCCC2 8-methyl-2-[(4-methylphenyl)methyl]-N-[(2S)-tetrahydrofuran-2-ylmethyl]-4,5-dihydro-2H-furo[2,3-g]indazole-7-carboxamide